N-Allyl-6-bromo-1-methyl-1,2-dihydro-3H-benzo[e]indole-3-carboximidamide C(C=C)NC(=N)N1CC(C=2C3=C(C=CC12)C(=CC=C3)Br)C